1-N,4-N-dicyclohexylbenzene-1,4-dicarboxamide C1(CCCCC1)NC(=O)C1=CC=C(C=C1)C(=O)NC1CCCCC1